3-amino-4-chloro-7-cyano-naphthalene-2-carboxylic acid NC=1C(=CC2=CC(=CC=C2C1Cl)C#N)C(=O)O